C1=C(C(=C(C(=C1Br)F)Cl)F)F 3-chloro-2,4,5-trifluorobromobenzene